C1(CC1)C1=NC=NC(=C1C1=NC=C(C(=N1)C(=O)C1=CC=C(C=C1)C=1N(C=C(N1)C(F)(F)F)C)OCC)OC([2H])([2H])[2H] (4'-cyclopropyl-5-ethoxy-6'-(methoxy-d3)-[2,5'-bipyrimidin]-4-yl)(4-(1-methyl-4-(trifluoromethyl)-1H-imidazol-2-yl)phenyl)methanone